2-Chloro-4-methylphenyl trifluoromethanesulfonate FC(S(=O)(=O)OC1=C(C=C(C=C1)C)Cl)(F)F